ethyl-4,6-di-t-pentylphenyl acrylate C(C=C)(=O)OC1=C(C=C(C=C1C(C)(C)CC)C(C)(C)CC)CC